7-isopropoxy-imidazo[1,2-a]Pyridine-6-carboxylic acid methyl ester COC(=O)C=1C(=CC=2N(C1)C=CN2)OC(C)C